FC=1C=CC2=C(C(=C(O2)[C@H](C(C)C)NC(NC=2C=C(SC2)C(=O)N)=O)C)C1 (S)-4-(3-(1-(5-fluoro-3-methylbenzofuran-2-yl)-2-methylpropyl)ureido)thiophene-2-carboxamide